1-(pyridin-2-ylmethyl)-1,2,3,4-tetrahydroquinoxaline N1=C(C=CC=C1)CN1CCNC2=CC=CC=C12